BrC=1C(=NC(=CC1)F)N1CCN(CC1)[C@H]1CC2(CN(C2)C(=O)OCC)CC1 ethyl (6R)-6-[4-(3-bromo-6-fluoro-2-pyridyl)piperazin-1-yl]-2-azaspiro[3.4]-octane-2-carboxylate